BrC=1N=C2C(=NC1)N=C(S2)NC(=O)C=2C=NC(=CC2C2=C(C=CC(=C2)C#N)OC)C N-{6-bromo-[1,3]thiazolo[4,5-b]pyrazin-2-yl}-4-(5-cyano-2-methoxyphenyl)-6-methylpyridine-3-carboxamide